C(=O)O.C(C)C1=CC=C(OC=2C=CC(=NC2)C2(C(NC(NC2=O)=O)=O)N2CCC3(CN(C3)CCO)CC2)C=C1 5-[5-(4-ethylphenoxy)-2-pyridyl]-5-[2-(2-hydroxyethyl)-2,7-diazaspiro[3.5]nonan-7-yl]hexahydropyrimidine-2,4,6-trione, formic acid salt